N,N-dimethylaminoethyl acrylate sulfate S(=O)(=O)(O)O.C(C=C)(=O)OCCN(C)C